(5-((2-cyclobutylethyl)amino)-7-fluoro-9-hydroxy-4-oxo-1,2-dihydro-4H-pyrrolo[3,2,1-ij]quinolin-8-yl)-1,2,5-thiadiazolin-3-one 1,1-dioxide C1(CCC1)CCNC=1C(N2C3=C(C(=C(C(=C3C1)F)N1S(N=CC1=O)(=O)=O)O)CC2)=O